Cl.Cl.NCCCOC=1C=CC(=C(C1)O)C1=NC(=NC(=N1)C1=C(C=C(C=C1)OCCCN)O)C1=CC=C(C=C1)OC 5-(3-aminopropoxy)-2-[4-[4-(3-aminopropoxy)-2-hydroxy-phenyl]-6-(4-methoxyphenyl)-1,3,5-triazin-2-yl]phenol, bishydrochloride